COC=1C=C(C=NC1OC)NC([O-])=O (5,6-dimethoxy-3-pyridyl)carbamate